CN1CC(C1)C1CC[C@]12CN(CC2)C(=O)OC(C)(C)C tert-butyl (4R)-3-(1-methylazetidin-3-yl)-6-azaspiro[3.4]octane-6-carboxylate